2-(2-(2-(2-((1-(1-(4-methoxybenzyl)-2,6-dioxopiperidin-3-yl)-3-methyl-2-oxo-2,3-dihydro-1H-benzo[d]imidazol-5-yl)oxy)ethoxy)ethoxy)ethoxy)acetaldehyde COC1=CC=C(CN2C(C(CCC2=O)N2C(N(C3=C2C=CC(=C3)OCCOCCOCCOCC=O)C)=O)=O)C=C1